FC1=C(C2=C(C(=N1)OC)N=C(S2)NC(C2=CC=C(C(=O)N(C)CCO)C=C2)=O)C2CCOCC2 N-[6-Fluoro-4-methoxy-7-(tetrahydro-pyran-4-yl)-thiazolo[4,5-c]pyridin-2-yl]-N'-(2-hydroxy-ethyl)-N'-methyl-terephthalamid